C([C@@H](O)CC(=O)O)(=O)O.N[C@@H](CCO)C (R)-3-amino-1-butanol L-malate